[Si](C)(C)(C(C)(C)C)OC=1C(=C(C=CC1)COC1=NC=CC(=C1)C(=O)OC)C1OCCO1 methyl 2-({3-[(tert-butyldimethylsilyl)oxy]-2-(1,3-dioxolan-2-yl)phenyl}methoxy)pyridine-4-carboxylate